CC=1N=C(N(C1C(=O)O)OC)C1=CC(=CC=C1)C#N 4-methyl-2-(3-cyanophenyl)-1-methoxy-1H-imidazole-5-carboxylic acid